C1CC(=O)N(C1=O)OC(=O)C2=CC3=CC(=C(C(=C3OC2=O)F)O)F The molecule is an N-hydroxysuccinimide ester derived from 6,8-difluoro-7-hydroxycoumarin-3-carboxylic acid (pacific blue). A fluorescent dye of excitation wavelength 403 nm and emission wavelength 455 nm. It has a role as a fluorochrome. It is a hydroxycoumarin, an organofluorine compound and a N-hydroxysuccinimide ester. It derives from a pacific blue.